3-({[(3R)-6-[methyl-(4-methylphenyl)amino]-2,3-dihydro-1-benzofuran-3-yl]methyl}amino)pyridine-4-carboxylic acid methyl ester COC(=O)C1=C(C=NC=C1)NC[C@@H]1COC2=C1C=CC(=C2)N(C2=CC=C(C=C2)C)C